1,3-diethyl 2-{[(2S)-1-bromopropan-2-yl]oxy}propanedioate BrC[C@H](C)OC(C(=O)OCC)C(=O)OCC